CC1N(CCN(C1)S(=O)(=O)C)C=1C=C2C(=CN1)NN=C2 5-(2-Methyl-4-(methylsulfonyl)piperazin-1-yl)-1H-pyrazolo[3,4-c]pyridine